(hydroxymethyl)piperazine-1-carboxamide OCC1N(CCNC1)C(=O)N